6-chloro-5-(4-hydroxypiperazin-1-yl)-2,3-dihydro-1,4-benzodioxine ClC1=C(C2=C(OCCO2)C=C1)N1CCN(CC1)O